C(C)(C)(C)OC(=O)N1C[C@H](CC1)[C@@H](C(=O)OC(C)(C)C)CC1=C(C=CC(=C1)C#N)Br (3R)-3-[(1S)-1-[(2-bromo-5-cyanophenyl)methyl]-2-tert-butoxy-2-oxoethyl]pyrrolidine-1-carboxylic acid tert-butyl ester